C(C1=CC=CC=C1)(=O)C1=C(C=CC=C1)N(C(C#C)=O)CC1=CC=CC=C1 N-(2-benzoylphenyl)-N-benzylpropiolamide